NC=1C=2N(C=CN1)C(=NC2)[C@H]2CN(CCC2)C(=O)OC(C)(C)C (R)-8-amino-3-(1-(tert-butyloxycarbonyl)piperidin-3-yl)imidazo[1,5-a]Pyrazine